FC=1C=C(C=CC1)C1=C(OC(=C1)[N+](=O)[O-])C(=O)N (3-fluorophenyl)-5-nitrofuran-2-carboxamide